4-bromo-5,6,7,8-tetrahydroquinoline-2-carbaldehyde BrC1=CC(=NC=2CCCCC12)C=O